NC1=C2C(=NC=N1)N(N=C2C2=CC=C(C=C2)OC2=CC=CC=C2)C2C(CC(CC2)CN2CC1CCC(C2)N1C=1C=C2C(N(C(C2=CC1)=O)C1C(NC(CC1)=O)=O)=O)F 5-(3-((4-(4-amino-3-(4-phenoxyphenyl)-1H-pyrazolo[3,4-d]pyrimidin-1-yl)-3-fluorocyclohexyl)methyl)-3,8-diazabicyclo[3.2.1]octan-8-yl)-2-(2,6-dioxopiperidin-3-yl)isoindoline-1,3-dione